BrC1=CC=C(C2=C1N=C(S2)N)C(F)(F)F 4-bromo-7-(trifluoromethyl)benzo[d]thiazol-2-amine